[Cl-].[Zn+2].N1C=NCC1.[Cl-] imidazoline zinc chloride